CO[C@H]1CC[C@H](CC1)N1CC(NC2=NC=C(N=C21)C=2C(=NC(=CC2)C2=NN=CN2)C)=O 4-(cis-4-methoxycyclohexyl)-6-(2-methyl-6-(4H-1,2,4-triazol-3-yl)pyridin-3-yl)-3,4-dihydropyrazino[2,3-b]pyrazin-2(1H)-one